BrC=1C=C2C(=C(N1)OC)N(N=C2C=C)C2OCCCC2 5-bromo-7-methoxy-1-tetrahydropyran-2-yl-3-vinyl-pyrazolo[3,4-c]pyridine